2-(6-fluoro-4-methoxy-2-phenylquinoline-7-carbonyl)malononitrile FC=1C=C2C(=CC(=NC2=CC1C(=O)C(C#N)C#N)C1=CC=CC=C1)OC